6-bromo-N-(4-cyano-2-fluorophenyl)-1H-pyrrolo[2,3-b]pyridine-3-sulfonamide BrC1=CC=C2C(=N1)NC=C2S(=O)(=O)NC2=C(C=C(C=C2)C#N)F